7-Phenyl-N-[rac-(6S)-4-methyl-5-oxo-7,8-dihydro-6H-pyrazolo[1,5-a][1,3]diazepin-6-yl]-6,7-dihydro-5H-pyrrolo[1,2-b][1,2,4]triazol-2-carboxamid C1(=CC=CC=C1)C1CCN2N=C(N=C21)C(=O)N[C@@H]2C(N(C=1N(CC2)N=CC1)C)=O |r|